C1CCN2CCC[C@@H]([C@@H]12)NC=1N=NC(=C(N1)C)C1=C(C=C(C=C1)C(F)(F)F)O 2-[3-[[(8S,8aR)-1,2,3,5,6,7,8,8a-octahydroindolizin-8-yl]amino]-5-methyl-1,2,4-triazin-6-yl]-5-(trifluoromethyl)phenol